10-(6-(3-methoxyphenyl)pyridazin-3-yl)-10H-phenoxazin COC=1C=C(C=CC1)C1=CC=C(N=N1)N1C2=CC=CC=C2OC=2C=CC=CC12